(2S)-methyl 2-[4-bromo-2-(4-ethoxy-4,5-dihydroisoxazol-3-yl) phenoxy]-3-cyclobutylpropanoate BrC1=CC(=C(O[C@H](C(=O)OC)CC2CCC2)C=C1)C1=NOCC1OCC